C(#C)C=1C(=CC=C2C=C(C=C(C12)C=1C(=C2C(=C(N=C(C2=CN1)N1CC2CCC(C1)N2C(=O)OC(C)(C)C)CCCC(C)(C)O)C)F)OCOC)F tert-butyl 3-[6-[8-ethynyl-7-fluoro-3-(methoxymethoxy)-1-naphthyl]-5-fluoro-3-(4-hydroxy-4-methyl-pentyl)-4-methyl-2,7-naphthyridin-1-yl]-3,8-diazabicyclo[3.2.1]octane-8-carboxylate